bislauroyl-propylamine C(CCCCCCCCCCC)(=O)N(CCC)C(CCCCCCCCCCC)=O